OC(COC1=C(C#N)C=C(C=C1)C1=CN(C=2N=CNC(C21)=O)C2=CC=CC=C2)(C)C 2-(2-hydroxy-2-methylpropyloxy)-5-(4-oxo-7-phenyl-4,7-dihydro-3H-pyrrolo[2,3-d]pyrimidin-5-yl)benzonitrile